N-(2-(1-phenylvinyl)phenyl)benzenesulfonamide C1(=CC=CC=C1)C(=C)C1=C(C=CC=C1)NS(=O)(=O)C1=CC=CC=C1